(5S)-5-[(1,1-Dioxido-1,3-thiazolidin-3-yl)carbonyl]-2-(4-methylbenzyl)-5,6,7,8-tetrahydro[1,2,4]triazolo[4,3-a]pyridin-3(2H)-one O=S1(CN(CC1)C(=O)[C@@H]1CCCC=2N1C(N(N2)CC2=CC=C(C=C2)C)=O)=O